(6R,7S,9S,11S)-7-ethyl-2-methoxy-6,6a,7,9,10,12,13,13a-octahydro-8H-6,9-methanopyrido[1',2':1,2]azepino[4,5-b]indole C(C)[C@H]1C[C@@H]2CN3C1[C@H](C1=NC4=CC=C(C=C4C1CC3)OC)C2